methyl 3-iodo-4-(((1-(4-(trifluoromethyl) phenyl)-1H-pyrazol-3-yl)methyl)thio)benzoate IC=1C=C(C(=O)OC)C=CC1SCC1=NN(C=C1)C1=CC=C(C=C1)C(F)(F)F